C(C)(C)(C)OC(C(CCC(=O)O)NC(=O)OC(C)(C)C)=O 5-(tert-butoxy)-4-((tert-butoxycarbonyl)amino)-5-oxopentanoic acid